Cl.COC(=O)C=1C=C(C2=C(N(C=N2)C/C(=C/CN)/F)C1)C1=C(C=CC(=C1)S(NC)(=O)=O)OC (Z)-1-(4-amino-2-fluoro-but-2-en-1-yl)-4-(2-methoxy-5-(N-methylsulfamoyl)phenyl)-1H-benzo[d]imidazole-6-carboxylic acid methyl ester hydrochloride